(1R,2S,5S)-N-{(2S)-1-(1,3-benzoxazol-2-yl)-1-oxo-3-[(3S)-2-oxopyrrolidin-3-yl]propan-2-yl}-6,6-dimethyl-3-[N-(trifluoroacetyl)-L-valyl]-3-azabicyclo[3.1.0]hexane-2-carboxamide O1C(=NC2=C1C=CC=C2)C([C@H](C[C@H]2C(NCC2)=O)NC(=O)[C@@H]2[C@H]1C([C@H]1CN2C([C@@H](NC(C(F)(F)F)=O)C(C)C)=O)(C)C)=O